C1(CCCC1)N1N=C(C2=CC=C(C=C12)COC1=CC=C(C=C1)C(CC(=O)O)C)C1=NN=NN1 3-(4-((1-cyclopentyl-3-(1H-tetrazol-5-yl)-1H-indazol-6-yl)methoxy)phenyl)butanoic acid